FC1=C(C=CC(=C1)OC)C(CC(=O)OCC)=O ethyl 3-(2-fluoranyl-4-methoxy-phenyl)-3-oxidanylidene-propanoate